2-ethylpyrrolidineformaldehyde C(C)C1N(CCC1)C=O